C1(CCC1)C[C@H](C(=O)N1CC(C(CC1)(O)CN1C=C(C(=CC1=O)C1=CC=CC=C1)C(=O)N(C)C)(C)C)C 1-((1-((R)-3-cyclobutyl-2-methylpropanoyl)-4-hydroxy-3,3-dimethylpiperidine-4-Yl)methyl)-N,N-dimethyl-6-oxo-4-phenyl-1,6-dihydropyridine-3-carboxamide